2-(6-{5-chloro-2-[(oxan-4-yl)amino]pyrimidin-4-yl}-1-oxo-2,3-dihydro-1H-isoindol-2-yl)-N-(2-cyclohexylpropan-2-yl)acetamide ClC=1C(=NC(=NC1)NC1CCOCC1)C1=CC=C2CN(C(C2=C1)=O)CC(=O)NC(C)(C)C1CCCCC1